3-(2-(bis(methyl-d3)amino)ethyl)-1H-indol-4-yl 2-(1-(aminomethyl) cyclohexyl)acetate NCC1(CCCCC1)CC(=O)OC1=C2C(=CNC2=CC=C1)CCN(C([2H])([2H])[2H])C([2H])([2H])[2H]